4-[6-(1,1-dimethyl-2-methylsulfonyl-ethyl)-5-(4-fluorophenyl)-1H-pyrrolo[2,3-f]indazol-7-yl]benzoic acid CC(CS(=O)(=O)C)(C)C1=C(C2=C(C=C3C=NNC3=C2)N1C1=CC=C(C=C1)F)C1=CC=C(C(=O)O)C=C1